BrC1=CN=C2N1C=CC(=C2)C(=O)N2CCC(CC2)(F)F (3-bromoimidazo[1,2-a]pyridin-7-yl)(4,4-difluoropiperidin-1-yl)methanone